FC=1C=2C=3N(C(=NC2C=CC1)N[C@H]1C(NCCCC1)=O)N=C(N3)C=3C=NN(C3)C (3R)-3-{[10-fluoro-2-(1-methyl-1H-pyrazol-4-yl)[1,2,4]triazolo[1,5-c]quinazolin-5-yl]amino}azepan-2-one